2-[2-(5-chloro-2-fluoro-phenyl)imidazo[1,2-a]pyridin-3-yl]-7-(4,5,6,7-tetrahydropyrazolo[1,5-a]pyrazin-3-yl)-1,5-naphthyridine ClC=1C=CC(=C(C1)C=1N=C2N(C=CC=C2)C1C1=NC2=CC(=CN=C2C=C1)C=1C=NN2C1CNCC2)F